[1,3]Oxazine-3-carboxylic acid ethyl ester C(C)OC(=O)N1COC=CC1